hexa(4-hydroxyphenoxy)-cyclotriphosphazene OC1=CC=C(OP2(=NP(=NP(=N2)(OC2=CC=C(C=C2)O)OC2=CC=C(C=C2)O)(OC2=CC=C(C=C2)O)OC2=CC=C(C=C2)O)OC2=CC=C(C=C2)O)C=C1